C(C)(C)(C)OC(=O)N1CC(C1)N(C(=O)OC(C)(C)C)C1=CC=C(OC2=CSC3=C4C=NN(C4=CC=C32)C3OCCCC3)C=C1 3-(4-((1-tert-butoxycarbonylazetidin-3-yl)-N-tert-butoxycarbonylamino)phenoxy)-6-(tetrahydro-2H-Pyran-2-yl)-6H-thieno[2,3-e]indazole